(1S,2S)-N1,N2-bis((1R,2R)-2-(p-methoxybenzenesulfonamido)-1,2-diphenylethyl)cyclohexane-1,2-dicarboxamide COC1=CC=C(C=C1)S(=O)(=O)N[C@@H]([C@@H](C1=CC=CC=C1)NC(=O)[C@@H]1[C@H](CCCC1)C(=O)N[C@@H]([C@H](NS(=O)(=O)C1=CC=C(C=C1)OC)C1=CC=CC=C1)C1=CC=CC=C1)C1=CC=CC=C1